C1(CC1)C1=C(C(=NO1)C1=C(C=CC=C1Cl)Cl)COCC12CCC(CC1)(CC2)C2=NC(=NO2)C2=CC=C(C(=O)OC)C=C2 methyl 4-(5-(4-(((5-cyclopropyl-3-(2,6-dichlorophenyl)isoxazol-4-yl)methoxy) methyl)bicyclo[2.2.2]octan-1-yl)-1,2,4-oxadiazol-3-yl)benzoate